C(=O)[C@H]1COCCCN1C(=O)OC(C)(C)C tert-butyl (R)-3-formyl-1,4-oxazepane-4-carboxylate